C(CCCCCCC=1C=NC=C(C(N)=N)C1)C=1C=NC=C(C(N)=N)C1 5,5'-(heptane-1,7-diyl)dinicotinimidamide